5-bromo-2-chloro-L-phenylalanine BrC=1C=CC(=C(C[C@H](N)C(=O)O)C1)Cl